C(C)(=O)OCC1=CC=C(C=C1)NC1=NC(=CC=C1[N+](=O)[O-])[Sn](C)(C)C 4-((3-Nitro-6-(trimethylstannyl)pyridin-2-yl)amino)benzyl acetate